2'-bromospiro[fluorene-9,9'-xanthene] BrC1=CC=2C3(C4=CC=CC=C4OC2C=C1)C1=CC=CC=C1C=1C=CC=CC13